1-(oxiran-2-yl)-N-(oxiran-2-ylmethyl)methanamine O1C(C1)CNCC1OC1